S(=O)(=O)(C1=CC=C(C)C=C1)N1C=CC2=C1N=CN=C2N2CC1(CCN1C(=O)[O-])CCC2 6-(7-Tosyl-7H-pyrrolo[2,3-d]pyrimidin-4-yl)-1,6-diazaspiro[3.5]nonane-1-carboxylate